(2-Amino-4-(trifluoromethoxy)phenyl)(4-(5-fluoro-1H-pyrazolo[3,4-b]pyridin-3-yl)piperidin-1-yl)methanone NC1=C(C=CC(=C1)OC(F)(F)F)C(=O)N1CCC(CC1)C1=NNC2=NC=C(C=C21)F